(1-(5-((3-fluoro-1H-indol-4-yl) thio)-4-methylpiperidin-4-yl) methyl) carbamate C(N)(OCC1(CCNCC1SC1=C2C(=CNC2=CC=C1)F)C)=O